1H-1,2,3-triazol-1-yl(3-methylbutanoyl)-4-hydroxy-N-((S)-1-(4-(4-methylthiazol-5-yl)phenyl)ethyl)pyrrole-2-carboxamide N1(N=NC=C1)C1=C(C(=C(N1)C(=O)N[C@@H](C)C1=CC=C(C=C1)C1=C(N=CS1)C)C(CC(C)C)=O)O